FC1=CC=C(CN2C[C@@H]3[C@H](C2)CN[C@H]3C)C=C1 (1s,3as,6as)-5-(4-fluorobenzyl)-1-methyl-octahydropyrrolo[3,4-c]pyrrole